(E)-3-(5-chloro-2-pyridinyl)prop-2-enal ClC=1C=CC(=NC1)/C=C/C=O